O[C@@H]1C[C@H](N(C1)C([C@H](C(C)(C)C)NC(CCCC(=O)N)=O)=O)C(NCC1=CC=C(C=C1)C1=C(N=CS1)C)=O N5-((S)-1-((2S,4R)-4-hydroxy-2-((4-(4-methylthiazol-5-yl)benzyl)carbamoyl)pyrrolidin-1-yl)-3,3-dimethyl-1-oxobutan-2-yl)glutaramide